O-(6-chlorobenzotriazole-1-yl)-N,N,N',N'-tetramethyluronium hexafluorophosphate F[P-](F)(F)(F)(F)F.ClC=1C=CC2=C(N(N=N2)OC(=[N+](C)C)N(C)C)C1